ClC1=NC(=CC(=C1)C(=O)OC(C)(C)C)Cl tert-butyl 2,6-dichloropyridine-4-carboxylate